C1(=CC=CC=C1)S(=O)C1=NC(=NC(=C1)C1=CC=CC=C1)NS(=O)(=O)C1=CC=CC=C1 N-[4-(benzenesulfinyl)-6-phenyl-pyrimidin-2-yl]benzenesulfonamide